methyl 8-((2-cyano-6-METHYLPHENYL) amino)-8-oxooctanoate C(#N)C1=C(C(=CC=C1)C)NC(CCCCCCC(=O)OC)=O